N-[3-[[2-[bis(carboxymethyl)amino]ethyl]amino]propyl]-N-(carboxymethyl)-glycine C(=O)(O)CN(CCNCCCN(CC(=O)O)CC(=O)O)CC(=O)O